1-[(2R,4S)-4-[4-amino-3-[2-(4,6-difluoro-1-methylindazol-5-yl)ethynyl]pyrazolo[4,3-c]pyridin-1-yl]-2-(methoxymethyl)pyrrolidin-1-yl]prop-2-en-1-one NC1=NC=CC2=C1C(=NN2[C@H]2C[C@@H](N(C2)C(C=C)=O)COC)C#CC=2C(=C1C=NN(C1=CC2F)C)F